tert-butyl 2-[7-(2,4-difluoro-6-isopropoxy-phenyl)-4-(trifluoromethylsulfonyloxy)thieno[3,2-c]pyridin-6-yl]-6,8-dihydro-5H-1,7-naphthyridine-7-carboxylate FC1=C(C(=CC(=C1)F)OC(C)C)C=1C2=C(C(=NC1C1=NC=3CN(CCC3C=C1)C(=O)OC(C)(C)C)OS(=O)(=O)C(F)(F)F)C=CS2